C(C1=CC=CC=C1)(=O)OC(CCCCCCC=O)CC 8-(benzoyloxy)decanal